4-(4-(3-(4-ethoxy-3-methoxyphenyl)-1,2,4-oxadiazol-5-yl)piperidine-1-carbonyl)-1-phenylpyrrolidin-2-one C(C)OC1=C(C=C(C=C1)C1=NOC(=N1)C1CCN(CC1)C(=O)C1CC(N(C1)C1=CC=CC=C1)=O)OC